(S)-N-{(S)-1-[2-(5-Bromo-1H-indazol-1-yl)phenyl]-2-[pyridine-2-yl]ethyl}-2-methylpropane-2-sulfinamide BrC=1C=C2C=NN(C2=CC1)C1=C(C=CC=C1)[C@H](CC1=NC=CC=C1)N[S@@](=O)C(C)(C)C